2,2-bis(4-hydroxyphenyl)-2-phenylethane OC1=CC=C(C=C1)C(C)(C1=CC=CC=C1)C1=CC=C(C=C1)O